[Cl-].[Cl-].C1(=CC(=CC=C1)[Si](=[Zr+2](C1(C(C(C(C2(C3C(=C4C=5C=CC=CC5CC4=C21)C=CCC3)C)(C)C)(C)C)(C)C)C)C3C=CC=C3)C=3C=C(C=CC3)C)C di(m-tolyl)silylene(cyclopentadienyl)(octamethyloctahydrodibenzofluorenyl)zirconium dichloride